C(#N)C=1C=C2C(=C(C(N(C2=CC1NC[C@@H]1COCC1)C)=O)C(=O)N)N1CCC(CC1)C=1OC2=C(N1)C=C(C=C2)C 6-cyano-1-methyl-4-[4-(5-methyl-1,3-benzooxazol-2-yl)piperidin-1-yl]-2-oxo-7-({[(3R)-oxolan-3-yl]methyl}amino)-1,2-dihydroquinoline-3-carboxamide